((1-(2-hydroxyethyl)-4-methyl-1H-pyrazol-3-yl)methyl)-6-(phenylsulfonyl)phthalazin-1(2H)-one OCCN1N=C(C(=C1)C)CN1C(C2=CC=C(C=C2C=N1)S(=O)(=O)C1=CC=CC=C1)=O